ClC=1C=C2CC=3N=NN(C3C3=CN=C(C(OCC4=CC(=CC=C4N2N1)F)=C3)N)CC3CC3 10-chloro-3-(cyclopropylmethyl)-16-fluoro-20-oxa-3,4,5,11,12,23-hexaazapentacyclo[19.3.1.02,6.08,12.013,18]pentacosa-1(24),2(6),4,8,10,13,15,17,21(25),22-decaen-22-amine